ClC1=CC=C2C(=NC(=NC2=C1OC)O)O 7-chloro-8-methoxyquinazoline-2,4-diol